N-(9-chloro-2-furan-2-yl-[1,2,4]triazolo[1,5-c]quinazolin-5-yl)benzamide ClC1=CC=2C=3N(C(=NC2C=C1)NC(C1=CC=CC=C1)=O)N=C(N3)C=3OC=CC3